[N+](=O)([O-])C1CCC(CN1)N1CC(OCC1)C(C)(C)N1CC(C1)O 1-(2-(4-(6-Nitropiperidin-3-yl)morpholin-2-yl)propan-2-yl)azetidin-3-ol